(S)-3-((9-ethyl-2-(((2R,3S)-2-hydroxypentan-3-yl)amino)-9H-purin-6-yl)amino)-N-((S)-tetrahydrofuran-3-yl)pyrrolidine-1-sulfonamide C(C)N1C2=NC(=NC(=C2N=C1)N[C@@H]1CN(CC1)S(=O)(=O)N[C@@H]1COCC1)N[C@H]([C@@H](C)O)CC